5-((4-(4-(4-((5-chloro-4-((2-(dimethylphosphono)phenyl)amino)pyrimidin-2-yl)amino)-3-methoxyPhenyl)piperazin-1-yl)piperidin-1-yl)methyl)-2-(2,6-dioxopiperidin-3-yl)-4-fluoroisoindoline ClC=1C(=NC(=NC1)NC1=C(C=C(C=C1)N1CCN(CC1)C1CCN(CC1)CC=1C(=C2CN(CC2=CC1)C1C(NC(CC1)=O)=O)F)OC)NC1=C(C=CC=C1)P(=O)(OC)OC